C12(CC3CC(CC(C1)C3)C2)NCC2=C(C=CC(=C2)Br)OC 1-adamantyl-(5-bromo-2-methoxybenzyl)amine